9-fluorenylmethyloxycarbonyl-(Fmoc) p-methoxybenzyl ether COC1=CC=C(COC(=O)OC(C2C3=CC=CC=C3C3=CC=CC=C23)C(=O)OCC2C3=CC=CC=C3C=3C=CC=CC23)C=C1